COC1=CC=C(C(C2=CC=C(C=C2)OC)(C2=CC=CC=C2)OC[C@@H]2[C@H]([C@H]([C@@H](O2)N2C(=O)NC(=O)C=C2)O[Si](C)(C)C(C)(C)C)O)C=C1 5'-O-(4,4'-dimethoxytrityl)-2'-O-(tert-butyldimethylsilyl)uridine